ethyl 1-(1-(3,3-difluorocyclobutyl)ethyl)-1H-pyrazole-5-carboxylate FC1(CC(C1)C(C)N1N=CC=C1C(=O)OCC)F